C(#N)C(C(=O)NC(OCC)=O)=NNC1=CC(=C(C(=C1)Cl)OC1=CC2=C(N=N1)N(C=C2C(C)C)COCC[Si](C)(C)C)Cl Ethyl (2-cyano-2-(2-(3,5-dichloro-4-((5-isopropyl-7-((2-(trimethylsilyl)-ethoxy)methyl)-7H-pyrrolo[2,3-c]pyridazin-3-yl)oxy)phenyl)hydrazineylidene)-acetyl)carbamate